N-(2-oxo-2-((2'-oxo-1,1',2',3-tetrahydrospiro[indene-2,3'-pyrrolo[2,3-b]pyridin]-5-yl)amino)ethyl)-1-(1H-pyrazole-4-carbonyl)piperidine-4-carboxamide O=C(CNC(=O)C1CCN(CC1)C(=O)C=1C=NNC1)NC=1C=C2CC3(C(NC4=NC=CC=C43)=O)CC2=CC1